4-iodo-3-methoxy-N1-methyl-5-(trifluoromethyl)benzene-1,2-diamine IC=1C(=C(C(=CC1C(F)(F)F)NC)N)OC